1-phenylethane-1-one O-methyloxime CON=C(C)C1=CC=CC=C1